CC1=CC=CC(=N1)C1=NN=C(O1)C(=O)N1[C@@H](C2=C(CC1)NC=N2)C2=NN1C(C(=CC=C1)C(F)(F)F)=C2 (S)-(5-(6-methylpyridin-2-yl)-1,3,4-oxadiazol-2-yl)(4-(4-(trifluoromethyl)pyrazolo[1,5-a]pyridin-2-yl)-6,7-dihydro-1H-imidazo[4,5-c]pyridin-5(4H)-yl)methanone